Ethyl ((4'-((2-(tert-butyl)-1H-imidazol-1-yl)methyl)-3'-fluoro-5-isobutyl-[1,1'-biphenyl]-2-yl)sulfonyl)carbamate C(C)(C)(C)C=1N(C=CN1)CC1=C(C=C(C=C1)C1=C(C=CC(=C1)CC(C)C)S(=O)(=O)NC(OCC)=O)F